(1,2,4-triazol-1-yl)-alanine N1(N=CN=C1)N[C@@H](C)C(=O)O